NC=1C2=C(N=CN1)N(C(=C2C2=CC=C(C=C2)OC2=NC(=CC=C2)C)C2=CC=C(C=C2)NC(C(=C)C)=O)CCOC N-(4-(4-amino-7-(2-methoxyethyl)-5-(4-(6-methylpyridin-2-yloxy)phenyl)-7H-pyrrolo[2,3-d]pyrimidin-6-yl)phenyl)methacrylamide